1-methyl-3-pentylimidazole Bromide [Br-].CN1CN(C=C1)CCCCC